2-(8-([1,1'-biphenyl]-4-yl)dibenzo[b,d]furan-3-yl)-4,4,5,5-tetramethyl-1,3,2-dioxaborolane C1(=CC=C(C=C1)C=1C=CC2=C(C3=C(O2)C=C(C=C3)B3OC(C(O3)(C)C)(C)C)C1)C1=CC=CC=C1